2-(but-2-yn-1-yl)-7-((2s,5r)-5-ethyl-2-methylpiperazin-1-yl)-4-methyl-2,4-dihydro-5H-pyrazolo[4,3-b]pyridin-5-one C(C#CC)N1N=C2C(N(C(C=C2N2[C@H](CN[C@@H](C2)CC)C)=O)C)=C1